CC(C(=O)N1N=CCC1C1=NC=C(N=C1)C)(C)C 2,2-dimethyl-1-(5-(5-methylpyrazin-2-yl)-4,5-dihydro-1H-pyrazol-1-yl)propan-1-one